N-ethyl-2-[(3-ethynyl-8-methyl-6-quinolinyl)oxy]-2-methylsulfanyl-acetamide C(C)NC(C(SC)OC=1C=C2C=C(C=NC2=C(C1)C)C#C)=O